The molecule is a five-membered monocyclic heteroarene composed of four CH units and one tellurium atom. The parent of the class of tellurophenes. It is a mancude organic heteromonocyclic parent, a monocyclic heteroarene and a member of tellurophenes. C1=C[Te]C=C1